FC(C(C)N1N=CC(=C1)C(=O)N)(F)F 1-(1,1,1-trifluoropropan-2-yl)-1H-pyrazole-4-carboxamide